Methyl 2-cyano-2-(9-(pyridin-2-yl)-6-oxaspiro[4.5]decan-9-yl)acetate C(#N)C(C(=O)OC)C1(CCOC2(CCCC2)C1)C1=NC=CC=C1